5-[bis(thienylmethyl)aminocarbonyloxyethoxy]pyridine S1C(=CC=C1)CN(C(=O)OCCOC=1C=CC=NC1)CC=1SC=CC1